ClC1=NN2C(N=CC(=C2[C@H](C)OC)NC(=O)NC2=CC(=NC=C2)C(F)(F)F)=C1 (S)-1-(2-chloro-7-(1-methoxyethyl)pyrazolo[1,5-a]pyrimidin-6-yl)-3-(2-(trifluoromethyl)pyridin-4-yl)urea